O1C=NC2=C1C=C(C=C2)CN(C(=O)[C@H]2N([C@@H]1CC[C@H]2C1)S(=O)(=O)C1=CC=C(C)C=C1)C1CCC(CC1)(F)F (1R,3S,4S)-2-(Toluene-4-sulfonyl)-2-azabicyclo[2.2.1]heptane-3-carboxylic acid benzooxazol-6-ylmethyl-(4,4-difluoro-cyclohexyl)-amide